FC1=C(C2=C(C=C(O2)CNC(=O)C=2C=NN3C2N=CC=C3)C=C1)C(=O)OC Methyl 6-fluoro-2-((pyrazolo[1,5-a]pyrimidine-3-carboxamido)methyl)benzofuran-7-carboxylate